((S)-3-(dimethylamino)pyrrolidin-1-yl)methanone CN([C@@H]1CN(CC1)C=O)C